NC1=C(C=C(C=C1)C1=CCCN(C1)C(=O)OC(C)(C)C)C#N tert-Butyl 5-(4-amino-3-cyanophenyl)-3,6-dihydropyridine-1(2H)-carboxylate